4-(fluorophenyl)-2-oxo-1,2-dihydropyridine-3-carboxylic acid FC1=C(C=CC=C1)C1=C(C(NC=C1)=O)C(=O)O